Methyl 9-bromo-4-oxo-1,2,3,4-tetrahydrobenzo[4,5]imidazo[1,2-a]pyridine-7-carboxylate BrC1=CC(=CC=2N=C3N(CCCC3=O)C21)C(=O)OC